C(C1=CC=CC=C1)(C1=CC=CC=C1)C1(C=CC=C1)C(C1=CC=CC=C1)C1=CC=CC=C1 dibenzhydryl-cyclopentadiene